ClC1=C(C=CC=C1Cl)C=1C=2N(C(=NC1)N1CCC3(CCC[C@H]3[N-][S@](=O)C(C)(C)C)CC1)C=CN2 (R)-N-((R)-8-(8-(2,3-dichlorophenyl)imidazo[1,2-c]pyrimidin-5-yl)-8-azaspiro[4.5]decan-1-yl)-2-methylpropane-2-sulfinylamide